COCCC1C2(CCC(CN1C(=O)OCCOC1OCCO1)N2S(=O)(=O)N2CCN(CC2)CC2=CC=C(C=C2)F)C(NO)=O 2-[(1,3-dioxolan-2-yloxy)]ethanol 2-methoxyethyl-8-((4-(4-fluoro-benzyl)-piperazin-1-yl)-sulfonyl)-1-(hydroxy-carbamoyl)-3,8-diazabicyclo-[3.2.1]octane-3-carboxylate